Cl.Cl.CN1CC2C(C1)CN(C2)C2=C1CCC(NC1=CC=C2)=O 5-(5-methylhexahydropyrrolo[3,4-c]pyrrol-2(1H)-yl)-3,4-dihydroquinolin-2(1H)-one dihydrochloride